ClC1=NC=C(C(=N1)C1=CN(C2=CC=CC=C12)C)F 3-(2-chloro-5-fluoropyrimidin-4-yl)-1-methyl-1H-indole